N-methyl-N-(2-(pyridin-2-ylamino)phenyl)carboxamide CN(C=O)C1=C(C=CC=C1)NC1=NC=CC=C1